(2R,3S)-5,7-bis(benzyloxy)-2-(3,4-bis(benzyloxy)phenyl)chroman-3-yl-4-amino-3-(benzyloxy)benzoate C(C1=CC=CC=C1)OC1=C2C[C@@H]([C@H](OC2=CC(=C1)OCC1=CC=CC=C1)C1=CC(=C(C=C1)OCC1=CC=CC=C1)OCC1=CC=CC=C1)OC(C1=CC(=C(C=C1)N)OCC1=CC=CC=C1)=O